N-(6-(6-(2-methylpyridin-4-ylamino)-3H-imidazo[4,5-b]pyridin-2-yl)pyridin-3-yl)-6-morpholinoquinolin-4-amine CC1=NC=CC(=C1)NC=1C=C2C(=NC1)NC(=N2)C2=CC=C(C=N2)NC2=CC=NC1=CC=C(C=C21)N2CCOCC2